3-(1-(o-tolyl)cyclopropyl)-1,2,4-oxadiazol C1(=C(C=CC=C1)C1(CC1)C1=NOC=N1)C